4,7-dithiocyano-5,6-difluoro-2,1,3-benzothiadiazole S(C#N)C1=C(C(=C(C2=NSN=C21)SC#N)F)F